N,N-Bis-(2-hydroxyethyl)-2-aminoethanesulphonic acid OCCN(CCS(=O)(=O)O)CCO